bis(trimethylsilyl)propane-1,3-diamine C[Si](C)(C)C(CN)(CN)[Si](C)(C)C